tetrachlorosulfophthalide lithium salt [Li+].ClC=1C(=C(C(=C2C(OC(=O)C12)S(=O)(=O)[O-])Cl)Cl)Cl